FC=1C=C(N)C=C(C1OC)F 3,5-di-fluoro-4-methoxyaniline